O[C@H]1C[C@@H](N(C1)C([C@H](C(C)(C)C)N1N=NC(=C1)CC(C)(C=1SC=CC1)O)=O)C(=O)NC (2R,4S)-4-hydroxy-1-[(2S)-2-[4-[2-hydroxy-2-(2-thienyl)propyl]triazol-1-yl]-3,3-dimethyl-butyryl]-N-methyl-pyrrolidine-2-carboxamide